2-((1-(2-cyclopropyl-5-methoxy-4-nitrophenyl)piperidin-4-yl)methyl)octahydropyrrolo[3,4-c]pyrrole hydrochloride Cl.C1(CC1)C1=C(C=C(C(=C1)[N+](=O)[O-])OC)N1CCC(CC1)CN1CC2CNCC2C1